potassium trifluoro(2-fluoro-6-hydroxyphenyl)borate [B-](C1=C(C=CC=C1F)O)(F)(F)F.[K+]